CC1=C(CCC1)CC=CCC 3-methyl-2-[2-penten-1-yl]-2-cyclopentene